C(C(=C)C)(=O)OCCOCCOCCOC(C(=C)C)=O Triethylenglycol dimethacrylat